(S)-7-((4-amino-6-oxopyrimidin-1(6H)-yl)methyl)-4-(cyclopropylethynyl)-4-(trifluoromethyl)-3,4-dihydroquinazolin-2(1H)-one NC=1N=CN(C(C1)=O)CC1=CC=C2[C@](NC(NC2=C1)=O)(C(F)(F)F)C#CC1CC1